2-(3-(4-(benzo[d]thiazol-5-ylamino)thieno[2,3-B]pyridin-2-yl)-2-methylpyrrolidin-1-yl)ethan-1-ol S1C=NC2=C1C=CC(=C2)NC2=C1C(=NC=C2)SC(=C1)C1C(N(CC1)CCO)C